C(C)(C)(C)OC(=O)NC1CCN(CC1)CCCCC1=CC=C(C(=N1)C(=O)[O-])O 6-(4-(4-((tert-Butoxycarbonyl) amino) piperidin-1-yl) butyl)-3-hydroxypicolinate